FC(C1=NC2=CC=CC=C2C(=C1)N[C@@H]1C[C@@H](CCC1)NC(=O)C=1C=C(C(=O)OC)C=CC1)(F)F methyl 3-{[(1R,3S)-3-{[2-(trifluoromethyl)quinolin-4-yl]amino}cyclohexyl]carbamoyl}benzoate